7-Amino-1-heptanol NCCCCCCCO